C1(CCC1)N1C[C@]2(C[C@H]2C1)C1=CC=C(C=C1)B1OC(C(O1)(C)C)(C)C (1S,5R)-3-cyclobutyl-1-(4-(4,4,5,5-tetramethyl-1,3,2-dioxaborolan-2-yl)phenyl)-3-azabicyclo[3.1.0]hexane